rel-4-{2-Cyclopropyl-6-[4-fluoro-6-({[(3R,4R)-4-hydroxy-3-methyloxolan-3-yl]amino}methyl)-1-oxo-3H-isoindol-2-yl]pyridin-4-yl}-3-(4-methyl-1,2,4-triazol-3-yl)benzonitrile C1(CC1)C1=NC(=CC(=C1)C1=C(C=C(C#N)C=C1)C1=NN=CN1C)N1C(C2=CC(=CC(=C2C1)F)CN[C@@]1(COC[C@@H]1O)C)=O |o1:35,39|